C(C)N1C2=C(N=CC1=O)C=CC(=N2)OCC=O 2-((4-ethyl-3-oxo-3,4-dihydropyrido[2,3-b]pyrazin-6-yl)oxy)acetaldehyde